C(C=C)(=O)NCC(C)(S(=O)(=O)O)C acrylamido-2-methyl-2-propanesulfonic acid